[(1S,2S,3R,4S,6R)-2-acetoxy-4,6-diazido-3-[(2R,3s,6s)-3-azido-6-[(1R)-1-(benzyloxycarbonylamino)ethyl]tetrahydropyran-2-yl]oxy-cyclohexyl]acetate C(C)(=O)O[C@H]1[C@H]([C@@H](C[C@@H]([C@H]1O[C@H]1O[C@@H](CC[C@@H]1N=[N+]=[N-])[C@@H](C)NC(=O)OCC1=CC=CC=C1)N=[N+]=[N-])N=[N+]=[N-])CC(=O)[O-]